COC1=NC=CC(=C1N1CCC(CC1)N1C(N(C=2C(C1)=NN(N2)C)CC2=NC=CC=C2C(F)(F)F)=O)C 6-(2'-methoxy-4'-methyl-3,4,5,6-tetrahydro-2H-[1,3']bipyridinyl-4-yl)-2-methyl-4-(3-trifluoromethyl-pyridin-2-ylmethyl)-2,4,6,7-tetrahydro-[1,2,3]triazolo[4,5-d]pyrimidin-5-one